2-(p-methoxybenzylidene) dimethylmalonate CC1(C(=O)OC(C2=CC=C(C=C2)OC)OC1=O)C